racemic-5-(2,5-difluorophenyl)-4-methyl-4-(5-(phenylethynyl)pyridin-3-yl)oxazolidin-2-one FC1=C(C=C(C=C1)F)C1C(NC(O1)=O)(C=1C=NC=C(C1)C#CC1=CC=CC=C1)C